C(C)C1=CC=C(C=C1)CCCCC1=CC=C2CCC(C2=C1)=O 6-(4-(4-ethylphenyl)butyl)-2,3-dihydro-1H-inden-1-one